(4-(bromomethyl)-2,6-dichlorophenoxy)tert-butyldimethylsilane BrCC1=CC(=C(O[Si](C)(C)C(C)(C)C)C(=C1)Cl)Cl